OCN1C=CC2=C1N=CN=C2N2C=CC(=CN=C2)C (3S,4R)-6-(7-(hydroxymethyl)-7H-pyrrolo[2,3-d]pyrimidin-4-yl)-3-methyl-1,6-diazepine